C(OC1=C2C(=CNC2=CC=C1)CCN(C)C)(OCCOCCOCCOCCOC)=O 3-(2-(dimethylamino)ethyl)-1H-indol-4-yl (2,5,8,11-tetraoxatridecan-13-yl) carbonate